(tert-butylsulfinyl)-3,3-difluoro-8,11-dioxa-1-azadispiro[3.2.47.24]tridecane C(C)(C)(C)S(=O)N1CC(C12CCC1(OCCO1)CC2)(F)F